Cl.Cl.COC1=C(C=CC=C1)C1=CC2=C(NC(=N2)CCN)C=C1 2-(5-(2-methoxyphenyl)-1H-benzo[d]imidazol-2-yl)ethan-1-amine dihydrochloride